C(=O)(OCC1C2=CC=CC=C2C2=CC=CC=C12)N[C@@H](CCCCN)C(=O)O (e)-Fmoc-lysine